tert-butyl ((1-(5-(N-hydroxycarbamimidoyl)-2-nitrophenyl)piperidin-3-yl)methyl)carbamate ONC(=N)C=1C=CC(=C(C1)N1CC(CCC1)CNC(OC(C)(C)C)=O)[N+](=O)[O-]